4-[[3-(2,3-difluoro-4-methoxyphenyl)imidazo[1,2-a]pyrazin-8-yl]amino]-2-ethyl-N-[(1-methylazetidin-3-yl)methyl]benzamide FC1=C(C=CC(=C1F)OC)C1=CN=C2N1C=CN=C2NC2=CC(=C(C(=O)NCC1CN(C1)C)C=C2)CC